COC(=O)C1=C(N(C(=CC1=O)C)C)C 1,2,6-trimethyl-4-oxo-1,4-dihydropyridine-3-carboxylic acid methyl ester